(3E)-1-chloro-6,6-diethoxy-3-hexene ClCC\C=C\CC(OCC)OCC